C(C)C1C(C1)NC(C1=CC=C(C=C1)C1=NOC(=N1)C(F)(F)F)=O N-(2-ethylcyclopropyl)-4-[5-(trifluoromethyl)-1,2,4-oxadiazol-3-yl]benzamide